C(#N)N=C(NC1=CC=C(C=C1)C(C)C)NCCCN1C=NC(=C1)C 2-cyano(4-isopropylphenyl)-3-(3-(4-methyl-1H-imidazol-1-yl)propyl)guanidine